tert-Butyl N-[(3S)-1-{6-[1-(4-methylbenzenesulfonyl)-1H-pyrrolo[2,3-b]pyridin-3-yl]quinolin-4-yl}piperidin-3-yl]carbamate CC1=CC=C(C=C1)S(=O)(=O)N1C=C(C=2C1=NC=CC2)C=2C=C1C(=CC=NC1=CC2)N2C[C@H](CCC2)NC(OC(C)(C)C)=O